2-(3-(4-(1-methyl-1H-indol-3-yl)-2,5-dioxo-2,5-dihydro-1H-pyrrol-3-yl)-1H-indol-1-yl)acetamide CN1C=C(C2=CC=CC=C12)C1=C(C(NC1=O)=O)C1=CN(C2=CC=CC=C12)CC(=O)N